C(C1=CC=CC=C1)C1=C2C(=CC(=C1)O2)CC2=CC=CC=C2 2,6-dibenzyl-1,4-phenyleneoxide